NC=1C(=CC2=C(N=CN2C(F)F)C1C1=C(C(=CC=C1C)OC)C)C(=O)N 6-Amino-3-(difluoromethyl)-7-(3-methoxy-2,6-dimethyl-phenyl)benzimidazole-5-carboxamide